cholest-4,6-diene CC(C)CCC[C@@H](C)[C@H]1CC[C@H]2[C@@H]3C=CC4=CCCC[C@]4(C)[C@H]3CC[C@]12C